CN1C(NC=2NC(NC(C12)=O)=O)=O 7-methyluric acid